5-Fluoro-3-{3-[4-(3-fluoroazetidine-1-carbonyl)-1,3-thiazol-2-yl]-1,2-oxazol-5-yl}-6-(2-methoxyethoxy)-1H-indazole FC=1C=C2C(=NNC2=CC1OCCOC)C1=CC(=NO1)C=1SC=C(N1)C(=O)N1CC(C1)F